C(C)(C)(C)OC(N[C@@H](CO)C1CC1)=O (R)-(1-cyclopropyl-2-hydroxyethyl)carbamic acid tert-butyl ester